5-cyclopropyl-N-(3-(5-fluoropyrimidin-2-yl)-4-methoxyphenyl)pyrazolo[1,5-a]pyrimidine-3-carboxamide C1(CC1)C1=NC=2N(C=C1)N=CC2C(=O)NC2=CC(=C(C=C2)OC)C2=NC=C(C=N2)F